ClC1=C(C=CC(=C1)F)CNC1CCN(CC1)C N-[(2-chloro-4-fluorophenyl)methyl]-1-methylpiperidin-4-amine